4-(5-chloro-[1,1'-biphenyl]-3-yl)-6-phenyldibenzo[b,d]thiophene ClC=1C=C(C=C(C1)C1=CC=CC=C1)C1=CC=CC2=C1SC1=C2C=CC=C1C1=CC=CC=C1